CON=C(C(CC1=CC=CC=C1)C)CC 2-methyl-1-phenylpentan-3-one O-methyl oxime